(S)-N-methyl-6-(trifluoromethyl)isochroman-4-amine CN[C@@H]1COCC2=CC=C(C=C12)C(F)(F)F